C(C)C(C(C(O)(O)C)(C)CC)CCCCCCCC diethyl-dimethyl-undecanediol